N1N=CC=2C1=CN=CC2 1H-pyrazolo[3,4-c]pyridine